C1(CC1)C1=C(C(=NO1)C1=C(C=CC=C1Cl)Cl)COC1CC2(C1)C[C@H]1CC[C@@H](C2)N1C1=CC(=NC=C1)C(=O)O 4-{(1R,5S)-3'-[(5-cyclopropyl-3-(2,6-dichlorophenyl)isoxazol-4-yl)methoxy]-8-azaspiro[bicyclo[3.2.1]octane-3,1'-cyclobutane]-8-yl}pyridine-2-carboxylic acid